N[C@H](CC1=CC2=C(N=C(N=C2NCC=2OC=CN2)Cl)N1)C 6-[(2S)-2-aminopropyl]-2-chloro-N-[(1,3-oxazol-2-yl)methyl]-7H-pyrrolo[2,3-d]pyrimidin-4-amine